3-chloro-N2-phenylphthalamide ClC1=C(C(C(=O)N)=CC=C1)C(=O)NC1=CC=CC=C1